C(=CCCCCCCCC)N decaenamine